N1C(CC2=CC=CC=C12)=O (Z)-2-oxindole